5-(2-(2-(4-Fluoro-3-methylphenyl)-5-methylpiperidin-1-yl)-2-oxoacetamido)nicotinamide FC1=C(C=C(C=C1)C1N(CC(CC1)C)C(C(=O)NC=1C=NC=C(C(=O)N)C1)=O)C